CN1N=C2C=CC(=C(C2=C1)C)C1=C(C=C(N=N1)NC1C[C@@H]2[C@@H](CN(C2)CC2CCOCC2)C1)C (3aR,5s,6aS)-N-(6-(2,4-dimethyl-2H-indazol-5-yl)-5-methylpyridazin-3-yl)-2-((tetrahydro-2H-pyran-4-yl)methyl)octahydrocyclopenta[c]pyrrol-5-amine